BrC=1C=C2C=3CCCCC3N(C2=CC1)C1=CC=CC=C1 6-bromo-9-phenyl-2,3,4,9-tetrahydro-1H-carbazole